ClC=1C(=C(C=CC1C#N)N1C(OC(C1)COC=1C=CC(=NC1)C#N)C(F)(F)F)C 5-((3-(3-Chloro-4-cyano-2-methylphenyl)-2-(trifluoromethyl)oxazolidin-5-yl)methoxy)picolinonitril